CC(C(=O)OCCOP(=O)(SCC(CNC)CNC)OC(C)OC(C(C)(C)C)=O)(C)C [({1-[(2,2-dimethylpropanoyl)oxy]ethoxy}({[3-(methylamino)-2-[(methylamino)methyl] propyl]sulfanyl})phosphoryl)oxy]ethyl 2,2-dimethylpropanoate